ClC=1C(=NC(=NC1)NC=1C(=NN(C1)C1CCN(CC1)CC)C)NCCCN1C(CCCC1)=O 1-(3-((5-chloro-2-((1-(1-ethylpiperidin-4-yl)-3-methyl-1H-pyrazol-4-yl)amino)pyrimidin-4-yl)amino)propyl)piperidin-2-one